S(C)(=O)(=O)[O-].C(CCC)[NH+]1C(CCC1)CCCC 1,2-dibutylpyrrolidinium mesylate